tert-butyl (2S,4R)-4-fluoro-2-(((S)-(5-isopropylpyridin-2-yl)(phenyl)methyl)carbamoyl)pyrrolidine-1-carboxylate F[C@@H]1C[C@H](N(C1)C(=O)OC(C)(C)C)C(N[C@@H](C1=CC=CC=C1)C1=NC=C(C=C1)C(C)C)=O